(5-chloro-2-((3-cyanobenzyl) oxy)-4-((2-methyl-[1,1'-biphenyl]-3-yl) methoxy) phenyl)-2-cyanoacrylate ClC=1C(=CC(=C(C1)OC(C(=C)C#N)=O)OCC1=CC(=CC=C1)C#N)OCC=1C(=C(C=CC1)C1=CC=CC=C1)C